(1E)-1-[3-(1,1-difluoroethyl)-2-fluorophenyl]ethylene FC(C)(F)C=1C(=C(C=CC1)C=C)F